OC(C)(C)C1=C(C=CC(=C1)N1CCN(CC1)C)NC1=NC=C(C(=N1)NCCCN1C(OCCC1)=O)C(F)(F)F 3-(3-((2-((2-(2-hydroxypropan-2-yl)-4-(4-methylpiperazin-1-yl)phenyl)amino)-5-(trifluoromethyl)pyrimidin-4-yl)amino)propyl)-1,3-oxazinan-2-one